4-((4-chloro-2-(N-methyl-methanesulfonamido)phenyl)amino)-6-((2,6-dimethyl-pyrimidin-4-yl)amino)-N-ethoxynicotinamide ClC1=CC(=C(C=C1)NC1=CC(=NC=C1C(=O)NOCC)NC1=NC(=NC(=C1)C)C)N(S(=O)(=O)C)C